3-octyloxy-N-(pyridin-3-yl)thiophene-2-carboxamide C(CCCCCCC)OC1=C(SC=C1)C(=O)NC=1C=NC=CC1